5-(4-chloro-7H-pyrrolo[2,3-d]pyrimidin-7-yl)cyclopentane-1,2-diol ClC=1C2=C(N=CN1)N(C=C2)C2CCC(C2O)O